C[C@H]1[C@@H](C[C@H]([C@@H](O1)O[C@H](C)CCCCCCCCCCC(=O)O)O)OC(=O)C2=CNC3=CC=CC=C32 The molecule is a 4-O-(1H-indol-3-ylcarbonyl)ascaroside derived from (12R)-12-hydroxytridecanoic acid. It is a metabolite of the nematode Caenorhabditis elegans. It has a role as a Caenorhabditis elegans metabolite. It is a 4-O-(1H-indol-3-ylcarbonyl)ascaroside, a monocarboxylic acid and an (omega-1)-hydroxy fatty acid ascaroside. It derives from an ascr#22 and a (12R)-12-hydroxytridecanoic acid.